ClC=1C=C(COC(=O)N[C@H](C(=O)NC(C(=O)O)CC2C(NC3(C2)CCOCC3)=O)CC3CCCCC3)C=CC1 2-((S)-2-((((3-chlorobenzyl)oxy)carbonyl)amino)-3-cyclohexylpropanamido)-3-(2-oxo-8-oxa-1-azaspiro[4.5]decan-3-yl)propanoic acid